(R)-2-(benzofuran-3-yl)-1-((3-acetylphenyl)methylsulfonamido)ethylboronic acid O1C=C(C2=C1C=CC=C2)C[C@H](NS(=O)(=O)CC2=CC(=CC=C2)C(C)=O)B(O)O